(2-((4-((S)-2-(4-chloro-2-fluorophenyl)-2-methylbenzo[d][1,3]dioxolan-4-yl)piperidin-1-yl)methyl)-1-(((S)-oxetan-2-yl)methyl)-1H-imidazol-5-yl)methanol ClC1=CC(=C(C=C1)[C@@]1(OC2=C(O1)C=CC=C2C2CCN(CC2)CC=2N(C(=CN2)CO)C[C@H]2OCC2)C)F